(S)-3-amino-2-(4-chlorophenyl)-N-(isoquinolin-6-yl)propanamide dimesylate S(C)(=O)(=O)O.S(C)(=O)(=O)O.NC[C@@H](C(=O)NC=1C=C2C=CN=CC2=CC1)C1=CC=C(C=C1)Cl